N-{7-methoxy-4-[1-(2H3)methyl-3-phenyl-1H-pyrazol-4-yl]pyrido[3,2-d]pyrimidin-6-yl}-1-(trifluoromethyl)cyclopropane-1-carboxamide COC1=CC=2N=CN=C(C2N=C1NC(=O)C1(CC1)C(F)(F)F)C=1C(=NN(C1)C([2H])([2H])[2H])C1=CC=CC=C1